2-(2-(cyclopropanesulfonylamino)thiazol-4-yl)-N-(5'-ethoxy-[3,3'-bipyridin]-6-yl)-2-ethylbutyramide C1(CC1)S(=O)(=O)NC=1SC=C(N1)C(C(=O)NC1=CC=C(C=N1)C=1C=NC=C(C1)OCC)(CC)CC